6-(2,6-difluoro-3,5-dimethoxyphenyl)-8-(3-methoxy-3-methylazetidin-1-yl)-2-(pyridin-3-yl)pyrido[3,4-d]pyrimidine FC1=C(C(=C(C=C1OC)OC)F)C1=CC2=C(N=C(N=C2)C=2C=NC=CC2)C(=N1)N1CC(C1)(C)OC